diisopropylbenzene CC(C)C1=CC=CC=C1C(C)C